ClC1=C(C(=CC=C1)Cl)C1=C(C(=NC(=N1)NC1=CC(=C(C=C1)C1CCN(CC1)C)C)OC)C(=O)N (2,6-dichlorophenyl)-4-methoxy-2-((3-methyl-4-(1-methylpiperidin-4-yl)phenyl)amino)pyrimidine-5-carboxamide